ClC=1C(=C(C=C(C1)F)C1=CC=C(C=C1)N1C(N(C=C1)C(F)F)=O)OC chloro-4'-(3-(difluoromethyl)-2-oxo-2,3-dihydro-1H-imidazol-1-yl)-5-fluoro-2-methoxy-[1,1'-biphenyl]